C(C=C)N1CCN(CC1)C(N)=S 4-(2-propenyl)-1-piperazinethioamide